(3R,8R*)-tert-butyl 8-(cyanomethyl)-11,11-difluoro-8-hydroxy-3-methyl-3,4,8,9,10,11-hexahydro-1H-pyrido[4',3':3,4]pyrazolo[1,5-a]azepine-2(7H)-carboxylate C(#N)C[C@@]1(CCC(C=2N(C1)N=C1C2CN([C@@H](C1)C)C(=O)OC(C)(C)C)(F)F)O |o1:3|